(S)-N-(sec-butyl)-5-(4-fluoro-1-isopropyl-2-methyl-1H-benzo[d]imidazol-6-yl)-7H-pyrrolo[2,3-d]pyrimidin-2-amine [C@H](C)(CC)NC=1N=CC2=C(N1)NC=C2C=2C=C(C1=C(N(C(=N1)C)C(C)C)C2)F